4-{2-[3-(dimethylamino)phenoxy]-5-(methylsulfonyl)phenyl}-6-methyl-1,6-dihydro-7H-pyrrolo[2,3-c]pyridin-7-one CN(C=1C=C(OC2=C(C=C(C=C2)S(=O)(=O)C)C=2C3=C(C(N(C2)C)=O)NC=C3)C=CC1)C